4-Amino-6-chloro-5-iodopyrimidine NC1=NC=NC(=C1I)Cl